ClC1=CC(=C(COC2=CC=CC(=N2)C2CCN(CC2)CC2=NC3=C(N2C2CC2)C=C(C=C3OC(F)F)C(=O)O)C=C1)F 2-((4-(6-((4-Chloro-2-fluorobenzyl)oxy)pyridin-2-yl)piperidin-1-yl)methyl)-1-cyclopropyl-4-(difluoromethoxy)-1H-benzo[d]imidazole-6-carboxylic acid